FC=1C=C(C(=O)N2CCN(CC2)C2=NC3=CC=CC=C3C(N2)=O)C=CC1C1=CC(=CC=C1)OC(F)(F)F 2-[4-[3-Fluoro-4-[3-(trifluoromethoxy)phenyl]benzoyl]piperazin-1-yl]-3H-quinazolin-4-one